ClC=1C(=NC(=NC1)NC1=CC=NN1C)C=1C=C2N(C(N(C2)[C@H](C(=O)N[C@H](CO)C2=CC(=CC(=C2)OC)F)C)=O)C1 (S)-2-(6-(5-chloro-2-((1-methyl-1H-pyrazol-5-yl)amino)pyrimidin-4-yl)-3-oxo-1H-pyrrolo[1,2-c]imidazol-2(3H)-yl)-N-((S)-1-(3-fluoro-5-methoxyphenyl)-2-hydroxyethyl)propanamide